(1r,4r)-N,N-dimethyl-4-((4-(methylamino)-5-(pyrazolo[1,5-a]pyrimidin-5-yl)-7H-pyrrolo[2,3-d]pyrimidin-2-yl)amino)cyclohexane-1-carboxamide CN(C(=O)C1CCC(CC1)NC=1N=C(C2=C(N1)NC=C2C2=NC=1N(C=C2)N=CC1)NC)C